CC(CN=C=O)(CC(CCN=C=O)C)C 2,2,4-Trimethyl-hexamethylendiisocyanat